dichloroindolylphosphine ClP(C=1NC2=CC=CC=C2C1)Cl